quinolonyl-isoquinolinone N1C(C(=CC2=CC=CC=C12)C=1NC(C2=CC=CC=C2C1)=O)=O